S(=O)(=O)(O)C1(C[C@H](N)C(=O)O)CC=C(C=C1)O 1-sulfotyrosine